OC1(C2(C(=C3[C@@H](C(C=C3C1=O)(C)C)NS(=O)(=O)C)C)CC2)C N-((3'R)-6'-hydroxy-2',2',4',6'-tetramethyl-7'-oxo-2',3',6',7'-tetrahydrospiro[cyclopropane-1,5'-inden]-3'-yl)methanesulfonamide